6-oxoundecanedioic acid O=C(CCCCC(=O)O)CCCCC(=O)O